CC(C)C1=C(C(=CC(=C1)C(C)C)C(C)C)S 2,4,6-tris(propan-2-yl)benzene-1-thiol